1-((2s,3S)-2-(6-chloro-2'-(1H-imidazol-2-yl)-[2,4'-bipyridin]-4-yl)-3-methylmorpholino)prop-2-en-1-one ClC1=CC(=CC(=N1)C1=CC(=NC=C1)C=1NC=CN1)[C@@H]1OCCN([C@H]1C)C(C=C)=O